O=S(N1CCN(CC1)C1=NC=CC(=C1)[N+](=O)[O-])(C=C)=O 4-[dioxo(vinyl)-λ6-sulfanyl]-1-(4-nitropyridin-2-yl)piperazine